tert-butyl (3R,4S)-3-((5-chloropyrido[2,3-d]pyridazin-8-yl)amino)-4-hydroxypyrrolidine-1-carboxylate ClC1=C2C(=C(N=N1)N[C@@H]1CN(C[C@@H]1O)C(=O)OC(C)(C)C)N=CC=C2